COC(C1=C(C=C(C(=C1)OCCCN(C#CC)C(C1=CC=C(C=C1)OC)=O)OC)NC(CC)=O)=O 4-methoxy-5-(3-(4-methoxy-N-propynylbenzoylamino)propoxy)-2-propioamidobenzoic acid methyl ester